aluminum tri(stearate) C(CCCCCCCCCCCCCCCCC)(=O)[O-].C(CCCCCCCCCCCCCCCCC)(=O)[O-].C(CCCCCCCCCCCCCCCCC)(=O)[O-].[Al+3]